Methyl 5-((2-(N-(3-(((2-chloro-[1,1'-biphenyl]-4-yl)methyl)amino)propyl)sulfamoyl)ethyl)amino)benzo[c][2,6]naphthyridine-8-carboxylate ClC1=C(C=CC(=C1)CNCCCNS(=O)(=O)CCNC1=NC2=C(C3=CN=CC=C13)C=CC(=C2)C(=O)OC)C2=CC=CC=C2